FC(CC1=CC2=C(S1)[C@@]1(C[C@@H](N(CC1)C[C@@H](C(=O)NC)O)C)OCC2)F (2S)-3-[(2'S,7R)-2-(2,2-difluoroethyl)-2'-methyl-spiro[4,5-dihydrothieno[2,3-c]pyran-7,4'-piperidine]-1'-yl]-2-hydroxy-N-methyl-propionamide